(1aR,5aR)-((S)-2-tert-Butoxycarbonylamino-3-methyl-butyric acid) C(C)(C)(C)OC(=O)N[C@H](C(=O)O)C(C)C